tert-butyl 6-(methylsulfonyloxymethyl)-3,4-dihydro-1H-2,7-naphthyridine-2-carboxylate CS(=O)(=O)OCC=1C=C2CCN(CC2=CN1)C(=O)OC(C)(C)C